C1=CC=CC2=CC3=CC=CC=C3C(=C12)C=[N+]=[N-] 9-anthryldiazomethane